(±)-3-((4-(3-((2,6-dioxopiperidin-3-yl)amino)phenyl)piperidin-1-yl)methyl)azetidine O=C1NC(CC[C@H]1NC=1C=C(C=CC1)C1CCN(CC1)CC1CNC1)=O |r|